OP(O)OP(O)O.C1(=CC=CC=C1)C1=C(O)C=CC(=C1)C(C)(C)C1=CC=C(C=C1)O phenylbisphenol A diphosphite